5-(4-((2-ethyl-8-fluoro-3-oxo-3,4-dihydroquinoxalin-6-yl)methyl)piperazin-1-yl)-N-(2-fluoroethyl)-6-methylpicolinamide C(C)C1=NC2=C(C=C(C=C2NC1=O)CN1CCN(CC1)C=1C=CC(=NC1C)C(=O)NCCF)F